BrC=1C=C(C=CC1C)C(C(CC)O)(F)F (3-bromo-4-methylphenyl)-1,1-difluorobutan-2-ol